C(C)OC(CNCC1=C(C=CC=C1)CNC(=O)OC(C)(C)C)=O 2-[[2-[(Tert-Butoxycarbonylamino)methyl]phenyl]methylamino]acetic acid ethyl ester